C(C(C)C)(=O)C=1C(=C(C(C(=O)O)=CC1)C(=O)O)C(C(C)C)=O.C(C=1C(C(=O)OCC(C)C)=CC=CC1)(=O)OCC(C)C diisobutyl phthalate (Di-isobutyryl phthalate)